2-[7-(3-methanesulfonyl-benzyl)-2,7-diazaspiro[3.5]nonane-2-carbonyl]-2,5-diazaspiro[3.4]octan-6-one CS(=O)(=O)C=1C=C(CN2CCC3(CN(C3)C(=O)N3CC4(C3)NC(CC4)=O)CC2)C=CC1